(1-methyl-1H-pyrazol-4-yl)-5-(6-(piperazin-1-yl)pyridin-3-yl)quinazoline CN1N=CC(=C1)C1=NC2=CC=CC(=C2C=N1)C=1C=NC(=CC1)N1CCNCC1